Ethylbutenylpiperidine C(C)C1N(CCCC1)C=CCC